((1R,5S,6s)-6-((4-(2-aminopropan-2-yl)-6-(4-(trifluoromethyl)phenyl)pyridin-2-yl)oxy)-3-azabicyclo[3.1.0]hexan-3-yl)(4-methyl-2-(pyrimidin-2-yl)thiazol-5-yl)methanone NC(C)(C)C1=CC(=NC(=C1)C1=CC=C(C=C1)C(F)(F)F)OC1[C@@H]2CN(C[C@H]12)C(=O)C1=C(N=C(S1)C1=NC=CC=N1)C